O=C1NC(CCC1N1C(N(C2=C1C=CC(=C2)C#CC2CN(C2)CC2CC(C2)NC(OC(C)(C)C)=O)C)=O)=O tert-butyl N-[3-[[3-[2-[1-(2,6-dioxo-3-piperidyl)-3-methyl-2-oxo-benzimidazol-5-yl]ethynyl]azetidin-1-yl]methyl]cyclobutyl]carbamate